1,1,3,3-tetramethyl-1,3-bis(2-aminoethyl)disiloxane C[Si](O[Si](CCN)(C)C)(CCN)C